N1=C2N(C(=C1)C(CC#C)N1C(C3=CC=CC(=C3C1)F)=O)CCC2 2-(1-(6,7-dihydro-5H-pyrrolo[1,2-a]imidazol-3-yl)but-3-yn-1-yl)-4-fluoroisoindolin-1-one